FC(C(=O)O)(F)F.COC(=O)[C@H]1[C@@H]2CC([C@H]([C@H]1N)C2)=CC2CC2 (1S,2S,3R,4R)-3-amino-5-(cyclopropylmethylene)bicyclo[2.2.1]heptane-2-carboxylic acid methyl ester 2,2,2-trifluoroacetate